CN1N=CC(=C1)C=1N=C(C2=C(N1)C=NN2C2CCOCC2)N [5-(1-methyl-1H-pyrazol-4-yl)-1-(tetrahydropyran-4-yl)-1H-pyrazolo[4,3-d]pyrimidin-7-yl]-amin